(S)-(1-(5-chloro-2-ethoxybenzyl)pyrrolidin-3-yl)methanamine hydrochloride Cl.ClC=1C=CC(=C(CN2C[C@@H](CC2)CN)C1)OCC